NCCOCCOCCOCCOCCN[C@@H]1C[C@H](CC1)NC1=CC(=NC=2N1N=CC2)C(CC)CC (1S,3S)-N1-[2-[2-[2-[2-(2-aminoethoxy)ethoxy]ethoxy]ethoxy]ethyl]-N3-[5-(1-ethylpropyl)pyrazolo[1,5-a]pyrimidin-7-yl]cyclopentane-1,3-diamine